N1C=C(C2=CC=CC=C12)C[C@@H](C=O)NC(OC(C)(C)C)=O tert-butyl (S)-(1-(1H-indol-3-yl)-3-oxopropan-2-yl)carbamate